4-benzyloxy-1-(3,4-difluorophenyl)-3-iodo-2-(2-methoxy-1,1-dimethyl-ethyl)indole C(C1=CC=CC=C1)OC1=C2C(=C(N(C2=CC=C1)C1=CC(=C(C=C1)F)F)C(COC)(C)C)I